[Sr].[Ce].[Sn] tin-cerium-strontium